FC1=C(C(=CC=C1O)F)NC(C1=C(C=C(C(=C1)F)N1N=C2N(CCCC2)C1=O)O[C@H](C(F)(F)F)C)=O N-(2,6-difluoro-3-hydroxyphenyl)-5-fluoro-4-(3-oxo-5,6,7,8-tetrahydro[1,2,4]triazolo[4,3-a]-pyridin-2(3H)-yl)-2-{[(2S)-1,1,1-trifluoropropan-2-yl]oxy}benzamide